C(C)(C)(C)OC(=O)N1CCC(=CC1)C1=CC=C(C=C1)NC12C(NC(C(C1)C2)=O)=O 4-[4-[(2,4-dioxo-3-azabicyclo[3.1.1]heptane-5-yl)amino]phenyl]-3,6-dihydro-2H-pyridine-1-carboxylic acid tert-butyl ester